CN(C(C=CCN1C[C@H](CC1)OC1=CC=C(C=C1)\C\1=C(\CCCC2=C1C=CC(=C2)C(=O)O)/C2=C(C=C(C=C2)C)C)=O)C (S,E)-9-(4-((1-(4-(dimethylamino)-4-oxobut-2-en-1-yl)pyrrolidin-3-yl)oxy)phenyl)-8-(2,4-dimethylphenyl)-6,7-dihydro-5H-benzo[7]annulene-3-carboxylic acid